1-([1,4'-bipiperidin]-4-yl)-3-(4-(2-fluorophenoxy)phenyl)-1H-pyrazolo[3,4-d]pyrimidin-4-amine N1(CCC(CC1)N1N=C(C=2C1=NC=NC2N)C2=CC=C(C=C2)OC2=C(C=CC=C2)F)C2CCNCC2